(4-hydroxyphenyl)-6-methylnicotinamide OC1=CC=C(C=C1)C1=C(C(=O)N)C=CC(=N1)C